(R)-5-(((R)-tert-butylsulfinyl)amino)-2-methyl-5,7-dihydrospiro[cyclopenta[b]pyridine-6,4'-piperidine]-1'-carboxylic acid tert-butyl ester C(C)(C)(C)OC(=O)N1CCC2(CC1)[C@H](C=1C(=NC(=CC1)C)C2)N[S@](=O)C(C)(C)C